C(C1=CC=CC=C1)OC(=O)N1CCN(CC1)CC1(CNC1)F 4-[(3-Fluoroazetidin-3-yl)methyl]piperazine-1-carboxylic acid benzyl ester